NC1=CC=C(OC2=CC=C(C=C2)SC2=CC=C(C=C2)OC2=CC=C(C=C2)N)C=C1 bis-[4-(4-aminophenoxy) phenyl] thioether